COC1=NC=CC(=C1)NC1=C(C(=NN1)C1=CC=C(C=C1)NC(=O)N1CC(CC1)C1=CC=C(C=C1)C(F)(F)F)C(=O)N 5-((2-methoxypyridin-4-yl)amino)-3-(4-(3-(4-(trifluoromethyl)phenyl)pyrrolidine-1-carboxamido)phenyl)-1H-pyrazole-4-carboxamide